(5R)-2,5-Dimethylheptadecane CC(C)CC[C@@H](CCCCCCCCCCCC)C